NCCCN(C(C1=CC=C(C=C1)C)=O)[C@H](C(C)C)C1=NC2=CC(=CC=C2C(N1CC1=CC=CC=C1)=O)Cl N-(3-aminopropyl)-N-[(1R)-1-[7-chloro-4-oxo-3-(phenylmethyl)-2-quinazolinyl]-2-methylpropyl]-4-methylbenzamide